[2-chloro-2-(phenylsulfonyl)ethyl](trimethyl)silane ClC(C[Si](C)(C)C)S(=O)(=O)C1=CC=CC=C1